O=S1SCC=C1 ketodithiol